CO[Si](OC)(OC)CCCSSSSSSCCC[Si](OC)(OC)OC bis(trimethoxysilylpropyl) hexasulfide